(2S,S)-methyl-phenylalanine CN[C@@H](CC1=CC=CC=C1)C(=O)O